BrC=1C(=C(C=CC1)C(C)C)Br dibromoisopropylbenzene